(6-methyl-3,6-dihydro-2H-pyran-4-yl) trifluoromethanesulfonate FC(S(=O)(=O)OC=1CCOC(C1)C)(F)F